6-chloro-1-methyl-2-oxo-4-(4-(m-tolyloxy)piperidin-1-yl)-1,2-dihydro-1,5-naphthyridine-3-carbonitrile ClC=1N=C2C(=C(C(N(C2=CC1)C)=O)C#N)N1CCC(CC1)OC=1C=C(C=CC1)C